O=C1N(C(CC1)=O)N(CC(=O)O)C(=O)OC(C)(C)C 2,5-dioxopyrrolidin-1-yl-(tert-butyloxycarbonyl)glycine